tert-butyl 4-(3-hydroxypropyl)-4-methyl-piperidine-1-carboxylate OCCCC1(CCN(CC1)C(=O)OC(C)(C)C)C